N-((1-((3-((5-ethyl-2-(2-(2-oxooxazolidin-3-yl)ethoxy)phenyl)sulfonamido)-4-methoxybenzo[d]isoxazol-6-yl)methyl)-1H-pyrazol-4-yl)methyl)-2-fluoroacrylamide C(C)C=1C=CC(=C(C1)S(=O)(=O)NC1=NOC2=C1C(=CC(=C2)CN2N=CC(=C2)CNC(C(=C)F)=O)OC)OCCN2C(OCC2)=O